1-(3-(5-fluoro-2-(3-fluoro-4-(2-methoxyethoxy)phenylamino)pyrimidin-4-ylamino)phenyl)-2-methylprop-2-en-1-one FC=1C(=NC(=NC1)NC1=CC(=C(C=C1)OCCOC)F)NC=1C=C(C=CC1)C(C(=C)C)=O